N[C@H]1CN(CCC1)C1=C2C(=NC=C1)N(C(=N2)C2=CC(=C(C#N)C=C2)F)C2=CC=C(C=C2)C (R)-4-(7-(3-aminopiperidine-1-yl)-3-(p-tolyl)-3H-imidazo[4,5-b]pyridine-2-yl)-2-fluorobenzonitrile